3-difluoromethoxyaniline FC(OC=1C=C(N)C=CC1)F